N-((S)-3-(4-(2-(3,5-dichloro-4-((R)-3-chloro-2-hydroxypropoxy)phenyl)propan-2-yl)phenoxy)-2-hydroxypropyl)-N-(methylsulfonyl)acetamide ClC=1C=C(C=C(C1OC[C@H](CCl)O)Cl)C(C)(C)C1=CC=C(OC[C@H](CN(C(C)=O)S(=O)(=O)C)O)C=C1